ClC=1C(=C2C=NC(=NC2=C(C1C1=CC=C(C2=C1C(=C(S2)NC(OC(C)(C)C)=O)C#N)F)F)SCC)COC tert-Butyl N-[4-[6-chloro-2-ethylsulfanyl-8-fluoro-5-(methoxymethyl)quinazolin-7-yl]-3-cyano-7-fluoro-benzothiophen-2-yl]carbamate